((2R,3S,4R,5R)-5-(4-aminopyrrolo[2,1-f][1,2,4]triazin-7-yl)-5-cyano-3,4-dihydroxytetrahydrofuran-2-yl)methyl 2-(piperidin-4-yl)acetate N1CCC(CC1)CC(=O)OC[C@H]1O[C@@]([C@@H]([C@@H]1O)O)(C#N)C1=CC=C2C(=NC=NN21)N